N=1C(=CN2C1C=NC=C2)CC#N imidazo[1,2-a]pyrazineAcetonitrile